4-amino-N'-(cyclobutylmethyl)-N',1-dimethyl-N-[[5-(trifluoromethyl)-2-pyridyl]methyl]pyrazolo[4,3-c]quinoline-8-carbohydrazide NC1=NC=2C=CC(=CC2C2=C1C=NN2C)C(=O)N(N(C)CC2CCC2)CC2=NC=C(C=C2)C(F)(F)F